[N-]=[N+]=[N-].[Li+] Lithium Azide